ClC1=CC=2N=C(NC(C2C(=N1)OC[C@H](C(C)C)NC)=O)SC (S)-7-chloro-5-(3-methyl-2-(methylamino)butoxy)-2-(methylthio)pyrido[4,3-d]pyrimidin-4(3H)-one